C(C)OC(=O)C=1C(=NC(=NC1)C=1C(=NC=NC1OC)C1CC1)OCC1=CC=C(C=C1)C=1N(C=C(N1)C(F)(F)F)C.N1=C(C=CC=C1)C=1C(=NC=CN1)C(C)=O 1-[3-(2-pyridyl)pyrazin-2-yl]ethanone ethyl-2-(4-cyclopropyl-6-methoxy-pyrimidin-5-yl)-4-[[4-[1-methyl-4-(trifluoromethyl)imidazol-2-yl]phenyl]methoxy]pyrimidine-5-carboxylate